O[C@H](CNC1=NC(N(C2=CC(=CC(=C12)OC)C(F)(F)F)C1=CC=CC=C1)=O)C (S)-4-((2-hydroxypropyl)amino)-5-methoxy-1-phenyl-7-(trifluoromethyl)-quinazolin-2(1H)-one